(2S,5R)-N-(2-(3-chloro-2-fluorophenyl)propan-2-yl)-5-(hydroxymethyl)morpholine-2-carboxamide hydrochloride Cl.ClC=1C(=C(C=CC1)C(C)(C)NC(=O)[C@@H]1CN[C@@H](CO1)CO)F